CN1C(OC2=C1C=CC(=C2)B(O)O)=O (3-methyl-2-oxo-2,3-dihydrobenzo[d]oxazol-6-yl)boronic acid